(S)-methyl (4-(4-((2-amino-2,4-dimethylpentyl)oxy)-3-(trifluoromethoxy)phenyl)pyridin-2-yl)carbamate N[C@](COC1=C(C=C(C=C1)C1=CC(=NC=C1)NC(OC)=O)OC(F)(F)F)(CC(C)C)C